ClC=1C=C(C=CC1)C1CNCCC1 3-(3-chlorophenyl)piperidine